1-((5-chloro-3-fluoro-2-methylpyridin-4-yl)methyl)-3,4-dimethyl-2-oxo-N-(2,4,6-trifluorobenzyl)-1,2,3,4-tetrahydro-quinazoline-7-carboxamide ClC=1C(=C(C(=NC1)C)F)CN1C(N(C(C2=CC=C(C=C12)C(=O)NCC1=C(C=C(C=C1F)F)F)C)C)=O